ClC=1C=CC(=C(C1)C1=C2C(=NC(=C1)C)C(=CS2)C(=O)O)OCCN2C(=NC=1CCC(CC1C2=O)N(C)C)C 7-[5-chloranyl-2-[2-[6-[di(methyl)amino]-2-methyl-4-oxidanylidene-5,6,7,8-tetrahydroquinazolin-3-yl]ethoxy]phenyl]-5-methyl-thieno[3,2-b]pyridine-3-carboxylic acid